N-(2'-fluoro-4-((methylamino)methyl)-[1,1'-biphenyl]-2-yl)-3-methylbenzenesulfonamide FC1=C(C=CC=C1)C1=C(C=C(C=C1)CNC)NS(=O)(=O)C1=CC(=CC=C1)C